(S)-phenyl-[(3R)-1,2,3,4-tetrahydro-1,5-naphthyridin-3-yl]methanamine [(S)-phenyl-[(3R)-1,2,3,4-tetrahydro-1,5-naphthyridin-3-yl]methyl]carbamate C1(=CC=CC=C1)[C@H]([C@H]1CNC2=CC=CN=C2C1)NC(O)=O.C1(=CC=CC=C1)[C@@H](N)[C@H]1CNC2=CC=CN=C2C1